NC[C@H](C1=CC(=CC=C1)Cl)NC(=O)C=1N=CN(C1)C1=NC(=NC=C1C)NC1=CC=C(C=C1)F (S)-N-(2-amino-1-(3-chlorophenyl)ethyl)-1-(2-((4-fluorophenyl)amino)-5-methylpyrimidin-4-yl)-1H-imidazole-4-carboxamide